C1(=CC=CC=C1)OP(OC1=CC=CC=C1)O.C(C)(C)OC(C)C diisopropyl ether diphenyl-phosphite